C(C)(=O)C1=C(C2=C(N=C(N=C2)NC2=NC=C(C=C2)C2CCN(CC2)CC2=CC=C(C=C2)[C@H](C)Cl)N(C1=O)C1CCCC1)C (S)-6-acetyl-2-((5-(1-(4-(1-chloroethyl)benzyl)piperidin-4-yl)pyridin-2-yl)amino)-8-cyclopentyl-5-methylpyrido[2,3-d]pyrimidin-7(8H)-one